(S)-7,7-dimethyl-4-((3-methylpiperidin-1-yl)methyl)-6,7-dihydro-5H-cyclopenta[b]pyridine-2-carboxamide CC1(CCC=2C1=NC(=CC2CN2C[C@H](CCC2)C)C(=O)N)C